(S)-3-chloro-4-((3,5-difluoropyridin-2-yl)methoxy)-2'-(6-(2-hydroxypropan-2-yl)pyrazin-2-yl)-5',6-dimethyl-2H-[1,4'-bipyridin]-2-one ClC=1C(N(C(=CC1OCC1=NC=C(C=C1F)F)C)C1=CC(=NC=C1C)C1=NC(=CN=C1)C(C)(C)O)=O